C(=C)C1=CC=CC(=N1)C#N 6-vinylpicolinonitrile